NC1=C(C(=NN1C(C)C)CC1=CN=CC(=C1)NC(CC1=CC=C(C=C1)Cl)=O)C(=O)N 5-amino-3-(5-(2-(4-chlorophenyl)acetylamino)nicotinyl)-1-isopropyl-1H-pyrazole-4-carboxamide